6-((R)-1-(5-azaspiro[2.4]heptan-5-yl)ethyl)-2-(3-(3-((R)-fluoro(4-methyl-4H-1,2,4-triazol-3-yl)methyl)oxetan-3-yl)phenyl)-4-(trifluoromethyl)isoindolin-1-one C1CC12CN(CC2)[C@H](C)C2=CC(=C1CN(C(C1=C2)=O)C2=CC(=CC=C2)C2(COC2)[C@H](C2=NN=CN2C)F)C(F)(F)F